1-(4-(methylsulfonyl)phenyl)thiourea CS(=O)(=O)C1=CC=C(C=C1)NC(=S)N